N2-isopropyl-N4-(2-(methylsulfonyl)benzyl)pyrido[2,3-d]pyrimidine-2,4-diamine C(C)(C)NC=1N=C(C2=C(N1)N=CC=C2)NCC2=C(C=CC=C2)S(=O)(=O)C